ClC1=CC=C(CNC(=O)[C@@]23NC([C@H]4[C@H]([C@@H]2N(C[C@@H]3C4)CCC(C)C)CC(C)C)=O)C=C1 |o1:9,12,13,14,17| (3S*,3aS*,6R*,7R*,7aS*)-N-(4-chlorobenzyl)-7-isobutyl-1-isopentyl-5-oxooctahydro-3aH-3,6-methanopyrrolo[3,2-b]pyridine-3a-carboxamide